BrC=1C=C(C(=C(C1)F)N)N 4-bromo-6-fluorobenzene-1,2-diamine